tert-butyl 4-(4-((2,6-dioxopiperidin-3-yl)amino)-3-methylphenyl)piperazine-1-carboxylate O=C1NC(CCC1NC1=C(C=C(C=C1)N1CCN(CC1)C(=O)OC(C)(C)C)C)=O